N1CCC(=CC1)C1=CN(C2=NC(=CC=C21)C(=O)N2C(C(NCC2)=O)(C)C)CC(C)C 4-(3-(1,2,3,6-tetrahydropyridin-4-yl)-1-isobutyl-1H-pyrrolo[2,3-b]pyridine-6-carbonyl)-3,3-dimethylpiperazin-2-one